Methyl 1-benzyl-7-(chloromethyl)-5-oxo-8-(3-(trifluoromethyl) phenyl)-1,2,3,5-tetrahydroimidazo[1,2-a]pyridine-3-carboxylate C(C1=CC=CC=C1)N1CC(N2C1=C(C(=CC2=O)CCl)C2=CC(=CC=C2)C(F)(F)F)C(=O)OC